Cl.CC=1N=C2C(=C3CCNCC13)CN(C2)C(CC2CN(C2)C2=CC(=NC=C2)C(F)(F)F)=O 1-(5-Methyl-1,3,6,7,8,9-hexahydro-2,4,7-triaza-cyclopenta[a]naphthalen-2-yl)-2-[1-(2-trifluoromethyl-pyridin-4-yl)-azetidin-3-yl]-ethanone hydrochloride